C(C)C1=CC=C(C=C1)C=1N=C(NC1)C=1C=C(C(=O)O)C=CC1 3-[4-(4-Ethylphenyl)-1H-imidazol-2-yl]benzoic acid